N1CCC(CC1)NC=1SC2=C(N1)SC(=N2)C2=C(C=C(C=C2)C=2C=NNC2)O 2-[5-(Piperidin-4-ylamino)[1,3]thiazolo[5,4-d][1,3]thiazol-2-yl]-5-(1H-pyrazol-4-yl)phenol